N1(CCCC1)C1=CC=C(C=C1)C(CC(=O)O)C#CC 3-(4-(pyrrolidin-1-yl)phenyl)hex-4-ynoic acid